N-methyl-2-(1-phenyl-1H-pyrazol-4-yl)-N-[(3S)-pyrrolidin-3-yl]-1,3-thiazole-4-carboxamide CN(C(=O)C=1N=C(SC1)C=1C=NN(C1)C1=CC=CC=C1)[C@@H]1CNCC1